(R)-N-(6-(5-(6-methylpyridin-2-yl)-1H-imidazol-4-yl)quinolin-3-yl)-1,4-diazabicyclo[2.2.2]octan-2-carboxamide CC1=CC=CC(=N1)C1=C(N=CN1)C=1C=C2C=C(C=NC2=CC1)NC(=O)[C@@H]1N2CCN(C1)CC2